[N+](=O)([O-])C1=CC=C(NC([C@@H](NC(C2=CC=CC=C2)=O)CCCCN)=O)C=C1 benzoyl-lysine-p-nitroanilide